BrCC=1C(=C(C(=O)N)C=CC1)[N+](=O)[O-] 3-(bromomethyl)-2-nitrobenzamide